CC(C)(COP(=O)([O-])OP(=O)([O-])OC[C@@H]1[C@H]([C@H]([C@@H](O1)N2C=NC3=C(N=CN=C32)N)O)OP(=O)([O-])[O-])[C@H](C(=O)NCCC(=O)NCCSC(=O)C4C(CCCC4=O)O)O The molecule is a 3-oxo-fatty acyl-CoA(4-) obtained by deprotonation of the phosphate and diphosphate OH groups of 2-hydroxy-6-oxocyclohexane-1-carbonyl-CoA; major species at pH 7.3. It is a 3-oxo-fatty acyl-CoA(4-) and a 3-hydroxy fatty acyl-CoA(4-). It is a conjugate base of a 2-hydroxy-6-oxocyclohexane-1-carbonyl-CoA.